2-[(rac)-1-{3-[1-(1-Methyl-1H-pyrazol-3-yl)-1H-1,2,3-triazol-4-yl]pyrazin-2-yl}ethyl]-1H-isoindole-1,3(2H)-dione CN1N=C(C=C1)N1N=NC(=C1)C=1C(=NC=CN1)[C@@H](C)N1C(C2=CC=CC=C2C1=O)=O |r|